ethyl 5-hydroxy-1-(tetrahydro-2H-pyran-2-yl)-1H-pyrazole-3-carboxylate OC1=CC(=NN1C1OCCCC1)C(=O)OCC